2-(7-fluoro-1-(tetrahydro-2H-pyran-2-yl)-1H-indazol-3-yl)-N,N-dimethylethan-1-amine FC=1C=CC=C2C(=NN(C12)C1OCCCC1)CCN(C)C